N-methyl-8-[6-[3-(6-methyl-2-pyridyl)-1H-pyrazol-4-yl]-1,5-naphthyridin-3-yl]-8-azabicyclo[3.2.1]octan-3-amine CNC1CC2CCC(C1)N2C=2C=NC1=CC=C(N=C1C2)C=2C(=NNC2)C2=NC(=CC=C2)C